3,5-dimethoxy-4-(2,2,2-trifluoro-ethoxy)benzaldehyde dimethyl acetal COC(C1=CC(=C(C(=C1)OC)OCC(F)(F)F)OC)OC